N1=CC=C(C=C1)C1=NNC2=CC=C(C=C12)NC1=C(C=CC=C1)N1N=NN=C1 3-(4-pyridyl)-N-[2-(tetrazol-1-yl)phenyl]-1H-indazol-5-amine